C(C)(C)(C)N1N=CC(=C1C(F)(F)F)C(=O)NC1=CC(=C(C=C1)OC1=C2C(=NC=C1)NC(N2C(C)C)=O)F 1-(tert-butyl)-N-(3-fluoro-4-((1-isopropyl-2-keto-2,3-dihydro-1H-imidazo[4,5-b]pyridin-7-yl)oxy)phenyl)-5-(trifluoromethyl)-1H-pyrazole-4-carboxamide